BrC=1SC(=NN1)N1C(=CC=C1C)C 2-bromo-5-(2,5-dimethylpyrrol-1-yl)-1,3,4-thiadiazole